C(C)(=O)N1CCC(CC1)OC1=CC=C(C=N1)C[C@@H](C(=O)O)N (S)-3-(6-((1-acetylpiperidin-4-yl)oxy)pyridin-3-yl)-2-aminopropanoic acid